5-(benzhydrylideneamino)-1H-benzo[ct]indol-2-one C(C1=CC=CC=C1)(C1=CC=CC=C1)=NC=1C=CC=2C(NC3=CC=CC1C23)=O